dithiophosphoric acid-O,O-dimethyl ester COP(OC)(S)=S